C(#N)C1=C2N=C(C=NC2=CC=C1NC=1C=C(C=CC1C)NS(=O)(=O)CCC)N1CCOCC1 N-(3-(5-cyano-3-morpholinoquinoxalin-6-ylamino)-4-methylphenyl)propane-1-sulfonamide